ethyl (E)-4-amino-4-phenylbut-2-enoate NC(/C=C/C(=O)OCC)C1=CC=CC=C1